BrC1=C(N=CN1CC(=O)O)C1=CC=C(C=C1)F 2-[5-bromo-4-(4-fluorophenyl)-1H-imidazol-1-yl]acetic acid